(3-[1,4']Bipiperidinyl-1'-yl-propyl)-furan-2-ylmethyl-amine N1(CCCCC1)C1CCN(CC1)CCCNCC=1OC=CC1